((triisopropylsilyl) ethynyl) thiobenzenesulfonate C1(=CC=CC=C1)S(=O)(=S)OC#C[Si](C(C)C)(C(C)C)C(C)C